COC(=O)N([C@H](C(=O)O[Li])CC1=CC=NC=C1)C [(2S)-2-[methoxycarbonyl(methyl)amino]-3-(4-pyridyl)propanoyl]oxylithium